2-(3-chloro-2-fluoro-phenyl)ethylamine ClC=1C(=C(C=CC1)CCN)F